bis(fluorosulfonyl)triethylamine FS(=O)(=O)C(CN(CC)CC)S(=O)(=O)F